(2-methoxyethyl)-1-oxo-isoquinoline-5-sulfonyl chloride COCCC=1NC(C=2C=CC=C(C2C1)S(=O)(=O)Cl)=O